OC[C@@H]1N2C=3C(=C(SC3C(NC1)=O)C=1C=NN(C1)C(C1=CC=CC=C1)(C1=CC=CC=C1)C1=CC=CC=C1)OCC2 (R)-6-(hydroxymethyl)-2-(1-trityl-1H-pyrazol-4-yl)-4,5,7,8-tetrahydro-3-oxa-1-thia-5a,8-diazabenzo[cd]azulen-9(6H)-one